4-(1-((benzyloxy)carbonyl)pyrrolidin-3-yl)-7-bromo-3,4-dihydro-2H-benzo[b][1,4]oxazine C(C1=CC=CC=C1)OC(=O)N1CC(CC1)N1C2=C(OCC1)C=C(C=C2)Br